2-[(1-acryloylpiperidin-4-yl)oxy]-N-[(1R,3S)-3-fluorocyclopentyl]-5H-pyrrolo[2,3-b]pyrazine-7-carboxamide C(C=C)(=O)N1CCC(CC1)OC=1N=C2C(=NC1)NC=C2C(=O)N[C@H]2C[C@H](CC2)F